3-(4-(3-(1H-Imidazol-4-yl)piperidin-1-yl)pyrimidin-2-yl)imidazo[1,2-a]pyrazine-6-carbonitrile N1C=NC(=C1)C1CN(CCC1)C1=NC(=NC=C1)C1=CN=C2N1C=C(N=C2)C#N